COC(CCCN(C=1C=CC(=C(C(=O)OC(C)(C)C)C1)C)CC1=CC=C(C=C1)OC)=O tert-butyl 5-((4-methoxy-4-oxobutyl) (4-methoxybenzyl) amino)-2-methylbenzoate